ClC(C1=NC(=NO1)C=1C=CC(=NC1)CP(OCC)(=O)NC1=CC(=CC(=C1)F)F)(F)F ethyl P-((5-(5-(chlorodifluoromethyl)-1,2,4-oxadiazol-3-yl)pyridin-2-yl)methyl)-N-(3,5-difluorophenyl)phosphonamidate